ClC1=CC=C(C=C1)S(=O)(=O)NC=1C=C(C=CC1O)NC(=O)C1=CC=C(C=C1)C1=CC=CC=C1 N-(3-((4-chlorophenyl)sulfonylamino)-4-hydroxyphenyl)-[1,1'-biphenyl]-4-carboxamide